1-(2,6-dichloropyrimidin-4-yl)-N-(4-methoxybenzyl)-N-methylmethanesulfonamide ClC1=NC(=CC(=N1)CS(=O)(=O)N(C)CC1=CC=C(C=C1)OC)Cl